(R)-1-Hydroxypropan-2-yl (8-amino-7-fluoro-6-(8-methyl-2,3-dihydro-1H-pyrido[2,3-b][1,4]oxazin-7-yl)isoquinolin-3-yl)carbamate NC=1C(=C(C=C2C=C(N=CC12)NC(O[C@@H](CO)C)=O)C1=C(C2=C(OCCN2)N=C1)C)F